benzyl-ammonium carbonate C([O-])([O-])=O.C(C1=CC=CC=C1)[NH3+].C(C1=CC=CC=C1)[NH3+]